methyl (S)-1-(oxetan-2-ylmethyl)-2-(4-(4,4,5,5-tetramethyl-1,3,2-dioxaborolan-2-yl) benzyl)-1H-thieno[2,3-d]imidazole-5-carboxylate O1[C@@H](CC1)CN1C(=NC2=C1C=C(S2)C(=O)OC)CC2=CC=C(C=C2)B2OC(C(O2)(C)C)(C)C